boron trichlorine [Cl].[Cl].[Cl].[B]